1-(2,6-dimethylphenyl)-5-methyl-N-(quinolin-2-yl)-1H-pyrazole-4-carboxamide CC1=C(C(=CC=C1)C)N1N=CC(=C1C)C(=O)NC1=NC2=CC=CC=C2C=C1